2,4,6-tris(9,9-spirobifluorene-2-yl)-1,3,5-triazine C1=C(C=CC=2C3=CC=CC=C3C3(C12)C1=CC=CC=C1C=1C=CC=CC13)C1=NC(=NC(=N1)C1=CC=3C2(C4=CC=CC=C4C3C=C1)C1=CC=CC=C1C=1C=CC=CC12)C1=CC=2C3(C4=CC=CC=C4C2C=C1)C1=CC=CC=C1C=1C=CC=CC13